C(C1=CC=CC=C1)OC(=O)C1=CC=C(OC[C@@H](CN2N=C(N=N2)C(=O)OCC)O)C=C1 Ethyl (R)-2-(3-(4-((benzyloxy)carbonyl)phenoxy)-2-hydroxypropyl)-2H-tetrazole-5-carboxylate